2,6-di-tertiary butyl-para-methylphenol C(C)(C)(C)C1=C(C(=CC(=C1)C)C(C)(C)C)O